4-(1-(5-(5-isobutyryl-4,5,6,7-tetrahydro-3H-imidazo[4,5-c]pyridin-2-yl)-2,4-dimethylbenzoyl)piperidin-4-yl)benzonitrile C(C(C)C)(=O)N1CC2=C(CC1)N=C(N2)C=2C(=CC(=C(C(=O)N1CCC(CC1)C1=CC=C(C#N)C=C1)C2)C)C